C(C)(CC)C1C(NC2=C(CN1C(=O)C=1C=NN(C1)CC(=O)N)C=CC=C2)=O 2-(4-(3-(sec-butyl)-2-oxo-2,3,4,5-tetrahydro-1H-benzo[1,4]diazepine-4-carbonyl)-1H-pyrazol-1-yl)acetamide